(2S)-2-(3-methoxy-2-methyl-phenyl)-2,5-dihydro-1H-pyrrole hydrochloride Cl.COC=1C(=C(C=CC1)[C@H]1NCC=C1)C